C(#N)CC=1C=CN2C=CC=CC12 (cyanomethyl)indolizine